FC1=C2C=CC=NC2=CC=C1NC1=NC=NC2=CC(=CC(=C12)O[C@@H](C)[C@@H]1N(CCC1)C)C=1C=NN(C1)C N-(5-fluoroquinolin-6-yl)-7-(1-methyl-1H-pyrazol-4-yl)-5-((S)-1-((R)-1-methylpyrrolidin-2-yl)ethoxy)quinazolin-4-amine